5-chloro-6-(hydroxymethyl)-2,4(1H,3H)-pyrimidinedione ClC=1C(NC(NC1CO)=O)=O